C(C=C)(=O)N1C(CN(CC1)C1=NC(=NC=2CC(CCC12)N1CCCC2=CC=CC=C12)NC1CCN(CC1)C(=O)OC(C)(C)C)CC#N tert-butyl 4-((4-(4-acryloyl-3-(cyanomethyl)piperazin-1-yl)-7-(3,4-dihydroquinolin-1(2H)-yl)-5,6,7,8-tetrahydroquinazolin-2-yl)amino)piperidine-1-carboxylate